Cl.N[C@@H](CC1=CNC=N1)C(=O)O histidinate hydrochloride